NCC1CCC(CC1)NC1=NC(=NC=C1C(=O)N)NC1CCCC1 4-((1s,4s)-4-(aminomethyl)cyclohexylamino)-2-(cyclopentylamino)pyrimidine-5-carboxamide